C(C)OC(=O)NC(N1CCOCC1)=NC1=NN(C=C1C(=O)OC)C=1C=NC(=CC1C)C(F)(F)F Methyl 3-((((ethoxycarbonyl)amino)(morpholino)methylene)amino)-1-(4-methyl-6-(trifluoromethyl)pyridin-3-yl)-1H-pyrazole-4-carboxylate